methyl (1R,4R)-4-(4-(((R)-1-(4-(2-formylphenyl)thien-2-yl)ethyl)amino)-7-methoxy-2-methylquinazolin-6-yl)cyclohexane-1-carboxylate C(=O)C1=C(C=CC=C1)C=1C=C(SC1)[C@@H](C)NC1=NC(=NC2=CC(=C(C=C12)C1CCC(CC1)C(=O)OC)OC)C